N[C@H]1C(NOC1)=O (R)-4-aminoisoxazolidin-3-one